C(C=C)(=O)N1CC(CC1)N1C(N(C=2C=NC=CC21)C2=CC(=C(C=C2)OC2=CC(=CC=C2)C(F)(F)F)Cl)=O 1-(1-acryloylpyrrolidin-3-yl)-3-(3-chloro-4-(3-(trifluoromethyl)phenoxy)phenyl)-1H-imidazo[4,5-c]pyridin-2(3H)-one